CN(CCN1C(C2=C(C=3C=CC=CC13)NC(=C2)C2=CC=C(C=C2)F)=O)C (l)-5-(2-(dimethylamino)ethyl)-2-(4-fluorophenyl)Azolo[4,5-c]Quinoline-4(5H)-one